(1aR,5aR)-2-(5-Cyclobutyl-pyrazin-2-yl)-1a,2,5,5a-tetrahydro-1H-2,3-diaza-cyclopropa[a]pentalene-4-carboxylic acid (2-hydroxy-1,1-dimethyl-ethyl)-amide OCC(C)(C)NC(=O)C=1C=2C[C@@H]3[C@H](C2N(N1)C1=NC=C(N=C1)C1CCC1)C3